C(C)(=O)OC1(C(CCCC1)CC=C)C=C 2-allyl-1-vinylcyclohexyl acetate